COC(=O)C1=CNC2=NC=C(C=C21)F 5-Fluoropyrrolo[2,3-b]Pyridine-3-carboxylic acid methyl ester